3-(1-(3,4-dichlorobenzyl)-1H-1,2,3-triazol-4-yl)imidazo[1,2-a]pyridine ClC=1C=C(CN2N=NC(=C2)C2=CN=C3N2C=CC=C3)C=CC1Cl